5-(2-ethylhexyl)methylnorbornene C(C)C(CC1C2C=CC(C1)(C2)C)CCCC